C(C1=CC=CC=C1)OC(=O)N1CCC(CC1)N(C)CCCC1CCN(CC1)C(=O)OC(C)(C)C 4-((3-(1-(tert-butoxycarbonyl)piperidin-4-yl)propyl)(methyl)amino)piperidine-1-carboxylic acid benzyl ester